ClC1=CC2=C(C(=N1)C1=C(C=C(C=C1)C(F)(F)F)F)CNC2=O 6-chloro-4-(2-fluoro-4-(trifluoromethyl)phenyl)-2,3-dihydro-1H-pyrrolo[3,4-c]pyridin-1-one